4-[[5-[(3aR,6aS)-1,3,3a,4,6,6a-hexahydro-furo[3,4-c]pyrrol-5-yl]-2-pyridyl]amino]-2-[2-fluoro-5-methoxy-4-(piperidine-1-carbonyl)phenyl]-6H-1,6-naphthyridin-5-one C1OC[C@@H]2[C@H]1CN(C2)C=2C=CC(=NC2)NC2=CC(=NC=1C=CNC(C21)=O)C2=C(C=C(C(=C2)OC)C(=O)N2CCCCC2)F